C(C=C)[Si]1(C[Si](C1)(C)CC=C)C 1,3-diallyl-1,3-dimethyl-1,3-disilacyclobutane